C(C)(=O)O.C(C)N1CC(CC1)(NC)C ethyl-N,3-dimethylpyrrolidin-3-amine acetate